ClC1=CC=C(N=N1)N1CC(CC1)N(C(OC(C)(C)C)=O)C1CCC1 tert-butyl N-[1-(6-chloropyridazin-3-yl)pyrrolidin-3-yl]-N-cyclobutylcarbamate